NC=1N=C(SC1C(C1=CC=CC=C1)=O)N(C1=CC(=C(C=C1)OC(F)F)F)C(C(=O)N)C [N-(4-Amino-5-benzoylthiazol-2-yl)-4-(difluoromethoxy)-3-fluoroanilino]propanamid